N1=C(C=CC=C1)COC(N(C1=NC=C(C=C1)C=1C=NC(=NC1)OC)[C@@H]1CC[C@H](CC1)NC1=NC=C(C(=N1)N1CC(C1)(C)O)C(F)(F)F)=O pyridin-2-ylmethyl(trans-4-((4-(3-hydroxy-3-methylazetidin-1-yl)-5-(trifluoromethyl)-pyrimidin-2-yl)amino)-cyclohexyl)(5-(2-methoxypyrimidin-5-yl)pyridin-2-yl)carbamate